FC=1C(=NC=CC1)C=O (3-fluoropyridin-2-yl)methanone